FC(C(=O)O)(F)F.FC(OC1=CC=C(C=C1)[C@H](CC(=O)OC)NC(CNC(=O)C1=CC(=C2C=NNC2=C1)NC=1NCC(CN1)F)=O)F methyl (3S)-3-(4-(difluoromethoxy)phenyl)-3-(2-(4-((5-fluoro-1,4,5,6-tetrahydropyrimidin-2-yl)amino)-1H-indazole-6-carboxamido)acetamido)propanoate trifluoroacetate